(3S)-3-(3-cyclopropylphenyl)-3-(2-(4-((5-fluoro-1,4,5,6-tetrahydropyrimidin-2-yl)amino)-1H-indazole-6-carboxamido)acetamido)propanoic acid C1(CC1)C=1C=C(C=CC1)[C@H](CC(=O)O)NC(CNC(=O)C1=CC(=C2C=NNC2=C1)NC=1NCC(CN1)F)=O